BrC1=CC=C(C=C1)C(C)(C)C=1N=C(SC1)NC(=O)NCC1=CC(=C(C(=C1)F)N1CCNCC1)F 1-(4-(2-(4-bromophenyl)propan-2-yl)thiazol-2-yl)-3-(3,5-difluoro-4-(piperazin-1-yl)benzyl)urea